2-Bromo-4-cyclopropyl-7-fluoronaphthalene-1-amine BrC1=C(C2=CC(=CC=C2C(=C1)C1CC1)F)N